1-(5-(2-cyclopropylpyrimidin-4-yl)-5,6,7,8-tetrahydro-1,5-naphthyridin-2-yl)-N-(4-fluorophenyl)cyclobutane-1-carboxamide C1(CC1)C1=NC=CC(=N1)N1C=2C=CC(=NC2CCC1)C1(CCC1)C(=O)NC1=CC=C(C=C1)F